ClC=1C=C(C=C(C1)Cl)C=1OC2=C(N1)C=CC(=C2)C(=O)NC2C(CCCC2)(F)F 2-(3,5-dichlorophenyl)-N-(2,2-difluorocyclohexyl)benzo[d]oxazole-6-carboxamide